N-((1R,2S)-2-(3,4-difluorophenyl)cyclopropyl)-1-ethyl-6-(methylsulfonyl)-1H-pyrazolo[3,4-d]pyrimidin-4-amine FC=1C=C(C=CC1F)[C@H]1[C@@H](C1)NC1=C2C(=NC(=N1)S(=O)(=O)C)N(N=C2)CC